C(CCC)C(CC=1C=C(SC1)C1=CSC2=C1C=1C(=NSN1)C1=C2SC=C1)CCCCCC (4-(2-butyloctyl)thiophen-2-yl)dithieno[3',2':3,4;2'',3'':5,6]benzo[1,2-c][1,2,5]thiadiazole